3-[3-[4-(trifluoromethylsulfonyl)phenyl]-1-bicyclo[1.1.1]pentanyl]azetidine FC(S(=O)(=O)C1=CC=C(C=C1)C12CC(C1)(C2)C2CNC2)(F)F